(R)-3-nitro-6-(pent-4-en-2-yloxy)-5-(trifluoromethyl)picolinic acid methyl ester COC(C1=NC(=C(C=C1[N+](=O)[O-])C(F)(F)F)O[C@H](C)CC=C)=O